C1(CCCCC1)C[C@@H]1COCCN1C1=NC=C2C(=N1)N(N=C2C=2C(=C(C(=C(C2)C(F)(F)F)F)O)F)C (R)-3-(6-(3-(Cyclohexylmethyl)morpholino)-1-methyl-1H-pyrazolo[3,4-d]pyrimidin-3-yl)-2,6-difluoro-5-(trifluoromethyl)phenol